di(pentafluorophenyl)aluminum hydride FC1=C(C(=C(C(=C1[AlH]C1=C(C(=C(C(=C1F)F)F)F)F)F)F)F)F